C(CCC1=CC=C(C=C1)CCCOCC1OC(OC1)=O)C1=CC=C(C=C1)CCCOCC1OC(OC1)=O ((((propane-1,3-diylbis(4,1-phenylene))bis(propane-3,1-diyl))bis(oxy))bis(methylene))bis(1,3-dioxolan-2-one)